(4-(trifluoromethyl)pyridin-3-yl)boronic acid FC(C1=C(C=NC=C1)B(O)O)(F)F